1-(4-(3-((3-phenoxyphenyl)amino)-1,4,5,6,8-pentazaacenaphthylen-5(1H)-yl)piperidin-1-yl)prop-2-en-1-one O(C1=CC=CC=C1)C=1C=C(C=CC1)NC=1C2=CNC=3N=CN=C(N(N1)C1CCN(CC1)C(C=C)=O)C32